F[C@@](C(=O)O)(C)C1=C(C=C(C(=C1)F)F)F (αs)-α,2,4,5-tetrafluoro-phenylpropionic acid